6-(4-(4-chlorophenyl)-5-hydroxy-3-methyl-1H-pyrazol-1-yl)nicotinic acid tert-butyl ester C(C)(C)(C)OC(C1=CN=C(C=C1)N1N=C(C(=C1O)C1=CC=C(C=C1)Cl)C)=O